CN1C(=NC=C1)CC N-methyl-ethyl-imidazole